ClC1=C(C=C(C=C1)N(C(=O)C=1C=CC=2N(C1)C(=CN2)C=2C=CC(=NC2)NC(OC)=O)C)C methyl N-[5-[6-[(4-chloro-3-methyl-phenyl)-methyl-carbamoyl]imidazo[1,2-a]pyridin-3-yl]-2-pyridyl]carbamate